BrC=1C(C(C(C(C1)([SiH]1O[SiH2]O[SiH2]O[SiH2]O1)Br)(Br)Br)(Br)Br)(Br)Br octabromophenyl-cyclotetrasiloxane